trans-1-(2,6-dibenzyloxy-3-pyridyl)-5-[4-[4-(dimethoxymethyl)cyclohexoxy]-1-piperidyl]-3-methyl-benzimidazol-2-one C(C1=CC=CC=C1)OC1=NC(=CC=C1N1C(N(C2=C1C=CC(=C2)N2CCC(CC2)O[C@@H]2CC[C@H](CC2)C(OC)OC)C)=O)OCC2=CC=CC=C2